FC(C(=O)O)(F)F.N1(CCCCC1)CC1=CC=C(/C=C/C2=NNC3=CC(=CC=C23)\C=C/2\C(NCC23CCOCC3)=O)C=C1 (E)-4-((3-((E)-4-(piperidin-1-ylmethyl)styryl)-1H-indazol-6-yl)methylene)-8-oxa-2-azaspiro[4.5]decan-3-one trifluoroacetate salt